C(#N)[C@@](C(=O)N1C[C@@H](N(C[C@H]1C)C=1C2=C(N=CN1)N(CC21CCC1)C1=NC=CC(=C1)C#N)C)(CF)C 2-[4-[(2S,5R)-4-[(2S)-2-cyano-3-fluoro-2-methylpropanoyl]-2,5-dimethylpiperazin-1-yl]spiro[6H-pyrrolo[2,3-d]pyrimidine-5,1'-cyclobutane]-7-yl]pyridine-4-carbonitrile